2-((4-(2,7-diazaspiro[3.5]nonan-2-yl)pyridazin-3-yl)oxy)-N-ethyl-5-fluoro-N-isopropylbenzamide C1N(CC12CCNCC2)C2=C(N=NC=C2)OC2=C(C(=O)N(C(C)C)CC)C=C(C=C2)F